NC=1C(=CC(=C(OCCCCCCO)C1)N1CCOCC1)CC 6-(5-amino-4-ethyl-2-morpholinophenoxy)hexanol